COC(CCCCCCCC1C2C=CC(C1)C2)=O bicyclo[2.2.1]Hept-5-ene-2-octanoic acid-methyl ester